(S)-(1-(5-iodopyridin-2-yl)piperidin-3-yl)carbamic acid tert-butyl ester C(C)(C)(C)OC(N[C@@H]1CN(CCC1)C1=NC=C(C=C1)I)=O